2-[(3R)-1-[(2R)-2-[[4-(2-fluorophenyl)-7-quinolyl]oxy]propanoyl]-3-piperidyl]acetic acid FC1=C(C=CC=C1)C1=CC=NC2=CC(=CC=C12)O[C@@H](C(=O)N1C[C@H](CCC1)CC(=O)O)C